C(CCCC=CCCCC)(=O)O delta-decenoic acid